2,5-dichloro-N-[2-(dimethylphosphoryl)-4-methylphenyl]pyrimidin-4-amine ClC1=NC=C(C(=N1)NC1=C(C=C(C=C1)C)P(=O)(C)C)Cl